(3S)-3-{[5-(2,6-dimethoxyphenyl)-1-(2-methylpropyl)-1H-pyrazol-3-yl]formamido}-N-ethyl-5-methylhexanamide COC1=C(C(=CC=C1)OC)C1=CC(=NN1CC(C)C)C(=O)N[C@H](CC(=O)NCC)CC(C)C